N1C=CC=2C1=NC=C(C2)C=2C=C1N(N2)CCC12CCN(CC2)C(=O)OC(C)(C)C tert-butyl 2'-(1H-pyrrolo[2,3-b]pyridin-5-yl)-5',6'-dihydrospiro[piperidine-4,4'-pyrrolo[1,2-b]pyrazole]-1-carboxylate